C(C1=CC=CC=C1)OC1=NC(=CC=C1N1C(N(C2=C1C=CC(=C2)C2=CCN(CC2)C(C(=O)OC)C)C)=O)OCC2=CC=CC=C2 methyl 2-(4-(1-(2,6-bis(benzyloxy)pyridin-3-yl)-3-methyl-2-oxo-2,3-dihydro-1H-benzo[d]imidazol-5-yl)-5,6-dihydropyridin-1(2H)-yl)propanoate